bis[4-{4-(4-aminophenoxy)phenoxy}phenyl]sulfone NC1=CC=C(OC2=CC=C(OC3=CC=C(C=C3)S(=O)(=O)C3=CC=C(C=C3)OC3=CC=C(C=C3)OC3=CC=C(C=C3)N)C=C2)C=C1